ClC1=CC=2C=3C=CC(=CC3N(C(N(C2N=C1)CC)=O)C1=C(C=C(C=C1F)NCCNCCNC)F)C#N 4-chloro-10-{2,6-difluoro-4-[(2-{[2-(methylamino)ethyl]amino}ethyl)amino]phenyl}-8-ethyl-9-oxo-6,8,10-triazatricyclo[9.4.0.02,7]pentadeca-1(11),2(7),3,5,12,14-hexaene-13-carbonitrile